5-(6-piperazin-1-ylpyridin-3-yl)-1H-pyrrolo[2,3-b]pyridine hydrochloride Cl.N1(CCNCC1)C1=CC=C(C=N1)C=1C=C2C(=NC1)NC=C2